(S)-N-(2-hydroxypropyl)-N-methyl-4-(2-(5-methyl-2-(2-morpholinoethyl)-1,2,3,4-tetrahydroisoquinolin-7-yl)-5-tosyl-5H-pyrrolo[2,3-b]pyrazin-7-yl)benzamide O[C@H](CN(C(C1=CC=C(C=C1)C1=CN(C2=NC=C(N=C21)C2=CC(=C1CCN(CC1=C2)CCN2CCOCC2)C)S(=O)(=O)C2=CC=C(C)C=C2)=O)C)C